CC1(CCN(CC1)C1=C(C=CC=C1)C(C)=O)C 1-[2-(4,4-dimethylpiperidin-1-yl)phenyl]ethanone